FC12CC(C1)(C2)C(=O)O 3-fluorobicyclo(1.1.1)pentane-1-carboxylic acid